N-(6-fluoro-3-pyridyl)-1-[4-[(5-isopropyl-1H-pyrazol-3-yl)amino]-6,7-dihydro-5H-cyclopenta[d]pyrimidin-2-yl]pyrrolidine-2-carboxamide FC1=CC=C(C=N1)NC(=O)C1N(CCC1)C=1N=C(C2=C(N1)CCC2)NC2=NNC(=C2)C(C)C